3,5-dihydroxyhexylbenzene OC(CCC1=CC=CC=C1)CC(C)O